COC([O-])=O.C(CCCCCCCCCCCC)[N+](C)(C)C tridecyltrimethylammonium methyl-carbonate